C(C(C)C)N1N(C=2C3=C(C(C(C2C1=O)=O)=O)C=CC=C3)C3=CC=CC=C3 2-isobutyl-1-phenyl-1H-benzo[g]indazol-3,4,5(2H)-trione